C(C)(C)(C)OC(=O)N1CC(OCC1)C1=CC=C(C=C1)N1C(=CC2=C1N=CNC2=O)Cl 2-(4-(6-chloro-4-oxo-3,4-dihydro-7H-pyrrolo[2,3-d]pyrimidin-7-yl)phenyl)morpholine-4-carboxylic acid tert-butyl ester